(S)-1-(3-aminopropanoyl)-N-(6-(trifluoromethoxy)benzo[d]thiazol-2-yl)azetidine-2-carboxamide NCCC(=O)N1[C@@H](CC1)C(=O)NC=1SC2=C(N1)C=CC(=C2)OC(F)(F)F